trans-4-amino-5-phenylpyrrolidin-2-one N[C@@H]1CC(N[C@H]1C1=CC=CC=C1)=O